(3s,7s)-3-[2-(5-benzyloxy-6-methoxycarbonyl-4-oxo-pyran-2-yl)ethyl]-3-(tert-butoxycarbonylamino)-7-methyl-4,7-dihydro-2H-azepin-1-carboxylic acid tert-butyl ester C(C)(C)(C)OC(=O)N1C[C@](CC=C[C@@H]1C)(NC(=O)OC(C)(C)C)CCC=1OC(=C(C(C1)=O)OCC1=CC=CC=C1)C(=O)OC